C1=CC=CC2=CC3=CC=CC=C3C(=C12)C[N+]1=C2N(CCC1)CCC2 1-(Anthracen-9-ylmethyl)-2,3,4,6,7,8-hexahydropyrrolo[1,2-a]pyrimidin-1-ium